4-((E)-3,5-bis((triisopropylsilyl)oxy)styryl)phenyl octadeca-9,12,15-trienoate C(CCCCCCCC=CCC=CCC=CCC)(=O)OC1=CC=C(C=C1)\C=C\C1=CC(=CC(=C1)O[Si](C(C)C)(C(C)C)C(C)C)O[Si](C(C)C)(C(C)C)C(C)C